FC(C=1C=CC(=NC1)CC1=C(C(=O)N)C=CC=N1)(F)F ((5-(trifluoromethyl)pyridin-2-yl)methyl)nicotinamide